CSC1=NN=NN1 methyl-thiotetrazole